tert-butyl ((1s,3s)-3-(2-(2-bromo-4-chlorophenyl)-2-methylpropanamido)-3-methylcyclobutyl)carbamate BrC1=C(C=CC(=C1)Cl)C(C(=O)NC1(CC(C1)NC(OC(C)(C)C)=O)C)(C)C